decylmethyl Sulfone C(CCCCCCCCC)S(=O)(=O)C